N12C[C@H](C(CC1)CC2)OC(N[C@@H]2C(CC1=CC(=C(C=C21)F)C2=CC(=C(C(=C2)C)OCC)C)(C)C)=O (S)-quinuclidin-3-yl((R)-5-(4-ethoxy-3,5-dimethylphenyl)-6-fluoro-2,2-dimethyl-2,3-dihydro-1H-inden-1-yl)carbamate